NC1=CC=2N(C(N(CC2C=N1)C1=C(C=CC=C1C)F)=O)[C@H]1CNCCC1 7-amino-3-(2-fluoro-6-methyl-phenyl)-1-[(3R)-3-piperidyl]-4H-pyrido[4,3-d]pyrimidin-2-one